methyl 2H-pyrazolo[4,3-b]pyridine-5-carboxylate N=1NC=C2N=C(C=CC21)C(=O)OC